CC(=O)N[C@@H]1[C@H]([C@@H]([C@H](O[C@H]1O)CO)O[C@H]2[C@@H]([C@H]([C@@H]([C@H](O2)CO)O[C@H]3[C@H]([C@H]([C@@H]([C@H](O3)CO[C@@H]4[C@H]([C@H]([C@@H]([C@H](O4)CO)O)O)O)O)O[C@@H]5[C@H]([C@H]([C@@H]([C@H](O5)CO)O)O)O[C@H]6[C@@H]([C@H]([C@@H]([C@H](O6)CO)O[C@H]7[C@@H]([C@H]([C@H]([C@H](O7)CO)O)O)O)O)NC(=O)C)O)O)NC(=O)C)O The molecule is a branched amino heptasaccharide comprised of a hexasaccharide chain of beta-D-galactose, N-acetyl-beta-D-glucosamine, alpha-D-mannose, beta-D-mannose, and two N-acetyl-beta-D-glucosamine residues linked sequentially (1->4), (1->2), (1->3), (1->4) and (1->4), to the beta-D-mannose residue of which is (1->6)-linked an alpha-D-mannose residue. It has a role as an epitope. It is an amino heptasaccharide and a glucosamine oligosaccharide.